CC=1SC(=CN1)B1OC(C(O1)(C)C)(C)C methyl-5-(4,4,5,5-tetramethyl-1,3,2-dioxaborolan-2-yl)thiazole